Cl.NCC(=O)O glycin-HCl